FC1=CC(=C(C=C1C=1CCN(CC1)C)NC(=O)C1=CNC(C=C1C(F)(F)F)=O)N1C[C@H](N([C@H](C1)C)C)C N-[4-fluoro-5-(1-methyl-3,6-dihydro-2H-pyridin-4-yl)-2-[(3R,5S)-3,4,5-trimethylpiperazin-1-yl]phenyl]-6-oxo-4-(trifluoromethyl)-1H-pyridine-3-carboxamide